C(C=C)(=O)N1C[C@H]2COCCN2[C@@H](C1)C1=CC=NC(=C1)Cl 4-((6R,9aS)-8-acryloyloctahydropyrazino[2,1-c][1,4]oxazin-6-yl)-6-chloropyridin